(1-isopropyl-1H-imidazol-4-yl)[(1R,5S,6r)-6-(5-methyl-1,2-oxazol-3-yl)-3-azabicyclo[3.1.0]hex-3-yl]methanone C(C)(C)N1C=NC(=C1)C(=O)N1C[C@H]2C([C@H]2C1)C1=NOC(=C1)C